C(C1=CC=CC=C1)NC(C([C@H](C[C@H]1C(NCC1)=O)NC(=O)[C@H]1NCCC1)O)=O (3S)-N-benzyl-2-hydroxy-4-[(3S)-2-oxopyrrolidin-3-yl]-3-[(2S)-pyrrolidin-2-ylformamido]butanamide